C(C)(=O)O.OCC(N)(CO)CO tris(hydroxymethyl)-aminomethane acetate